C(CCCCC)OC(CCCCC(=O)OCCCCCCN(CCCCCCCC(=O)OCCCCCCCCC)CCO)OCCCCCC nonyl 8-((6-((6,6-bis(hexyloxy)hexanoyl)oxy)hexyl)(2-hydroxyethyl)amino)octanoate